C12(CC(C1)C2)NC2=C(C(=O)NC=1C(=NC(=CC1)OC)C)C=CC(=C2)C(F)(F)F 2-(bicyclo[1.1.1]pentan-1-ylamino)-N-(6-methoxy-2-methylpyridin-3-yl)-4-(trifluoromethyl)benzamide